trans-N-(3-((1H-Pyrazol-4-yl)ethynyl)phenyl)-4-hydroxy-N-((trans-4-(4-methoxy-3-methylphenyl)cyclohexyl)methyl)cyclohexanecarboxamide N1N=CC(=C1)C#CC=1C=C(C=CC1)N(C(=O)[C@@H]1CC[C@H](CC1)O)C[C@@H]1CC[C@H](CC1)C1=CC(=C(C=C1)OC)C